CS(=O)(=O)C1=CC=C(C=C1)NC=1N=CC=2C=C3NNC(C4(N3C2N1)CCCCC4)=O 7'-((4-(methylsulfonyl)phenyl)amino)-1',2'-dihydro-3'H-spiro[cyclohexane-1,4'-pyrimido[5',4':4,5]pyrrolo[2,1-c][1,2,4]triazin]-3'-one